OC1=C2C(C=C(OC2=CC(=C1)C1=C(C=C(C=C1OC)OC)OC)C1=CC=CC=C1)=O 5-hydroxy-2-phenyl-7-(2,4,6-trimethoxyphenyl)-chromen-4-one